4-[2-({4-[3-(4-fluorophenyl)-5-methyl-4-oxo-4,5,6,7-tetrahydro-1H-pyrrolo[3,2-c]pyridin-2-yl]pyridin-2-yl}amino)-2-oxoethyl]-N-(2-methoxyethyl)-N-methylbenzamide FC1=CC=C(C=C1)C1=C(NC2=C1C(N(CC2)C)=O)C2=CC(=NC=C2)NC(CC2=CC=C(C(=O)N(C)CCOC)C=C2)=O